6'-Methoxy-2'-(3-methylbut-2-enoyl)-2'H-spiro[indene-2,1'-phthalazine]-1,3-dione COC=1C=C2C=NN(C3(C2=CC1)C(C1=CC=CC=C1C3=O)=O)C(C=C(C)C)=O